O(C(=S)[S-])CCCCCCCCCCCCCC tetradecyl xanthate